CN1CC2C(OCCN2)CC1 6-methyl-2,3,4,4a,5,7,8,8a-octahydropyrido[4,3-b][1,4]oxazine